11-(3,4-Dichlorobenzoyl)-5-hydroxy-N-methyl-5,6,9,10,11,12-hexahydro-4H-[1,2]oxazolo-[3,4-c]pyrido[4',3':3,4]pyrazolo[1,5-a]azepine-5-carboxamide ClC=1C=C(C(=O)N2CC=3C(=NN4C3C=3C(CC(C4)(C(=O)NC)O)=CON3)CC2)C=CC1Cl